COC([C@H](C(C)C)NC=1NC(/C(/N1)=C/C1=CC2=C(N=CS2)C=C1)=O)=O (2S)-2-[[(4Z)-4-(1,3-benzothiazol-6-ylmethylene)-5-oxo-1H-imidazol-2-yl]amino]-3-methyl-butanoic acid methyl ester